NC=1NC(C=2N=CN(C2N1)[C@@H]1O[C@@]([C@H]([C@@H]1F)O)(CO)CF)=O 2-amino-9-((2R,3S,4R,5R)-3-fluoro-5-(fluoromethyl)-4-hydroxy-5-(hydroxymethyl)tetrahydrofuran-2-yl)-1,9-dihydro-6H-purin-6-one